CC(C)(COP(=O)([O-])OP(=O)([O-])OC[C@@H]1[C@H]([C@H]([C@@H](O1)N2C=NC3=C(N=CN=C32)N)O)OP(=O)([O-])[O-])[C@H](C(=O)NCCC(=O)NCCSC(=O)/C=C/SC)O The molecule is an acyl-CoA(4-) oxoanion arising from deprotonation of the phosphate and diphosphate OH groups of 3-(methylthio)acryloyl-CoA; major species at pH 7.3. It is a conjugate base of a 3-(methylthio)acryloyl-CoA.